FC(C=1C=C(C(=NC1)C(=O)N1CCOC2(C1)C=C(C(C(C2)(C)C)=O)C#N)F)F 4-[5-(difluoromethyl)-3-fluoropyridine-2-carbonyl]-10,10-dimethyl-9-oxo-1-oxa-4-azaspiro[5.5]undec-7-ene-8-carbonitrile